C(C)C=1C=2N(C=C(C1)N(C)C(C1=CC(=C(C=C1)F)OC)=O)C(=CN2)C=2C=CC(=NC2)NC(OC)=O methyl N-[5-[8-ethyl-6-[(4-fluoro-3-methoxy-benzoyl)-methyl-amino]imidazo[1,2-a]pyridin-3-yl]-2-pyridyl]carbamate